[Li+].[Li+].[Li+].[Li+].C1=NC2=C(N1[C@H]3[C@@H]([C@@H]([C@H](O3)COP(=O)([O-])OP(=O)([O-])OP(=S)([O-])[O-])O)O)N=C(NC2=O)N Guanosine 5'-[γ-thio]triphosphate tetralithium salt